5-(Tetrahydro-2H-pyran-4-yl)-N-((6-((3R,5S)-3,4,5-trimethylpiperazin-1-yl)pyridin-2-yl)methyl)-7H-pyrrolo[2,3-d]pyrimidin-4-amine O1CCC(CC1)C1=CNC=2N=CN=C(C21)NCC2=NC(=CC=C2)N2C[C@H](N([C@H](C2)C)C)C